4-ethyl-5-(2-(3-fluoro-3-methylazetidin-1-yl)ethyl)-2-methoxypyrimidine C(C)C1=NC(=NC=C1CCN1CC(C1)(C)F)OC